BrC1=C(N)C(=CC(=C1)[N+](=O)[O-])F 2-bromo-6-fluoro-4-nitroaniline